(l)-3-(2-(4-methoxybenzoyl)-1,2,3,4-tetrahydroisoquinolin-5-yl)-3-(2-naphthyl)benzenepropanoic acid ethyl ester C(C)OC(CCC=1CC(C=CC1)(C1=CC2=CC=CC=C2C=C1)C1=C2CCN(CC2=CC=C1)C(C1=CC=C(C=C1)OC)=O)=O